(3-chloro-2,4-dimethyl-5,7-dihydropyrrolo[3,4-b]pyridin-6-yl)-[(3R)-1-(6-methoxypyrazin-2-yl)pyrrolidin-3-yl]methanone ClC=1C(=C2C(=NC1C)CN(C2)C(=O)[C@H]2CN(CC2)C2=NC(=CN=C2)OC)C